ClC=1C=C(C=CC1F)NC(N(C)[C@@H](C)C1=CN=C(C2=CC=CC=C12)C(=O)N)=O (S)-4-(1-(3-(3-chloro-4-fluorophenyl)-1-methylureido)ethyl)isoquinoline-1-carboxamide